5-Bromothieno[2,3-d]pyrimidin-4-amine BrC1=CSC=2N=CN=C(C21)N